BrC1=CC2=C(OC[C@@H](C(N2C)=O)NC(C2=CC=CC=C2)(C2=CC=CC=C2)C2=CC=CC=C2)C=C1 (S)-7-Bromo-5-methyl-3-(tritylamino)-2,3-dihydrobenzo[b][1,4]oxazepine-4(5H)-one